CC1=C(C(=CC=C1)C)C1=NC=2NS(C=3C=CC=C(C(N[C@@H](COC(=C1)N2)CC(C)(C)O)=O)C3)(=O)=O (11R)-6-(2,6-Dimethylphenyl)-11-(2-hydroxy-2-methyl-propyl)-2,2-dioxo-9-oxa-2λ6-thia-3,5,12,19-tetrazatricyclo[12.3.1.14,8]nonadeca-1(18),4(19),5,7,14,16-hexaen-13-one